1,2-bis-(3,7,11,15-tetramethylhexadecanoyl)-sn-glycero-3-phosphocholine CC(CC(=O)OC[C@@H](OC(CC(CCCC(CCCC(CCCC(C)C)C)C)C)=O)COP(=O)([O-])OCC[N+](C)(C)C)CCCC(CCCC(CCCC(C)C)C)C